N-(4-(2-(1H-Pyrazol-4-yl)ethoxy)phenyl)-3-(1H-[1,2,3]triazolo[4,5-b]pyridin-5-yl)benzamide N1N=CC(=C1)CCOC1=CC=C(C=C1)NC(C1=CC(=CC=C1)C1=CC=C2C(=N1)N=NN2)=O